6-bromo-7-methyl-1-((2-(trimethylsilyl)ethoxy)methyl)-1H-pyrrolo[3,2-b]pyridine BrC=1C(=C2C(=NC1)C=CN2COCC[Si](C)(C)C)C